BrC=1C=C(C=NC1C)C1=N[C@H]([C@@H](OC2=C1C=CC=C2F)C)C (2S,3S)-5-(5-bromo-6-methylpyridin-3-yl)-9-fluoro-2,3-dimethyl-2,3-dihydrobenzo[f][1,4]oxazepine